3-[3-(3-fluoro-2,6-dimethoxyphenyl)-1H-pyrrolo[2,3-b]pyridin-6-yl]-1-[2-(4-methylpiperazin-1-yl)ethyl]urea FC=1C(=C(C(=CC1)OC)C1=CNC2=NC(=CC=C21)NC(NCCN2CCN(CC2)C)=O)OC